C(C)(C)C1=C(C(=CC=C1)C(C)C)N1P(N(CC1)C1=C(C=CC=C1C(C)C)C(C)C)=O 1,3-bis-(2,6-diisopropylphenyl)-[1,3,2]diazaphospholane 2-oxide